benzoisoIndole C=1NC=C2C=CC3=C(C12)C=CC=C3